(S)-2'-fluoro-5'-methoxy-2-(1-methoxy-2,2-dimethylpropyl)-4-methyl-1,1'-biphenyl FC1=C(C=C(C=C1)OC)C1=C(C=C(C=C1)C)[C@H](C(C)(C)C)OC